BrC1=C(C(=CC=C1)OC(F)F)[C@@H](CC=C)NC1=C(C=CC(=C1)Cl)[N+](=O)[O-] (R)-N-(1-(2-bromo-6-(difluoromethoxy)phenyl)but-3-en-1-yl)-5-chloro-2-nitroaniline